decyltrimethylammonium bromite Br(=O)[O-].C(CCCCCCCCC)[N+](C)(C)C